biphenyl-4-yl-{1'-(naphthalene-1-yl)-[1,1':4',1'']terphenyl-4''-yl}-amine C1(=CC=C(C=C1)NC1=CC=C(C=C1)C1=CCC(C=C1)(C1=CC=CC=C1)C1=CC=CC2=CC=CC=C12)C1=CC=CC=C1